2-(4-(tert-butyl)phenyl)-N-((2-(2,6-dioxopiperidin-3-yl)-1-oxoisoindolin-4-yl)methyl)-2-oxoacetamide C(C)(C)(C)C1=CC=C(C=C1)C(C(=O)NCC1=C2CN(C(C2=CC=C1)=O)C1C(NC(CC1)=O)=O)=O